1-(4-{2-[(2,3-dihydro-1H-inden-2-yl)amino]pyrimidin-5-yl}piperazin-1-yl)-2,2-dimethyl-3-{1H,4H,5H,6H,7H-[1,2,3]triazolo[4,5-c]pyridin-5-yl}propan-1-one C1C(CC2=CC=CC=C12)NC1=NC=C(C=N1)N1CCN(CC1)C(C(CN1CC2=C(CC1)NN=N2)(C)C)=O